tert-butyl 4-[[[3-(4-methoxycarbonylphenoxy)cyclobutyl]amino]methyl]piperidine-1-carboxylate COC(=O)C1=CC=C(OC2CC(C2)NCC2CCN(CC2)C(=O)OC(C)(C)C)C=C1